3-chloro-5-(N-(2-(piperidin-1-yl)-5-(trifluoromethyl)phenyl)sulfamoyl)benzoic acid ClC=1C=C(C(=O)O)C=C(C1)S(NC1=C(C=CC(=C1)C(F)(F)F)N1CCCCC1)(=O)=O